C(C)(C)[C@@]12C[C@@H]([C@@](CC1)(O2)C)OCC2=C(C=CC=C2)C (1R,2S,4S)-4-Isopropyl-1-methyl-2-[(2-methylbenzyl)oxy]-7-oxabicyclo[2.2.1]-heptan